(4aR,8aS)-6-[3-[2-(2-Chlorophenyl)ethynyl]-3-hydroxyazetidine-1-carbonyl]-4,4a,5,7,8,8a-hexahydropyrido[4,3-b][1,4]oxazin-3-one ClC1=C(C=CC=C1)C#CC1(CN(C1)C(=O)N1C[C@@H]2[C@@H](OCC(N2)=O)CC1)O